3-(pyridin-4-yl)prop-2-en-1-one N1=CC=C(C=C1)C=CC=O